C(CCCCC(=O)[O-])(=O)OC1=C(C(=C(C(=C1)C)C(COC(CCCCCCCCCCCCCCC)=O)COC(CCCCCCCCCCCCCCC)=O)C)C(C)(CC(=O)N(C)[C@H]1CC[C@H](C2=CC=CC=C12)C1=CC(=C(C=C1)Cl)Cl)C (1,3-bis(palmitoyloxy) propan-2-yl 2-(4-(((1S,4S)-4-(3,4-dichlorophenyl)-1,2,3,4-tetrahydro-naphthalen-1-yl) (methyl) amino)-2-methyl-4-oxobutan-2-yl)-3,5-dimethylphenyl) adipate